6-(Perfluoropropan-2-yl)-2H-benzo[b][1,4]oxazin-3(4H)-one FC(C(C(F)(F)F)(C1=CC2=C(OCC(N2)=O)C=C1)F)(F)F